Racemic-(1-((benzyloxy)methyl)-2,2-difluorocyclopropyl)methanol C(C1=CC=CC=C1)OC[C@]1(C(C1)(F)F)CO |r|